N-[5-(5-Cyclopropyl-4H-1,2,4-triazol-3-yl)-4-fluoro-2-methylphenyl]-6-fluoropyrazolo[1,5-a]pyridine-3-carboxamide C1(CC1)C=1NC(=NN1)C=1C(=CC(=C(C1)NC(=O)C=1C=NN2C1C=CC(=C2)F)C)F